CS(=O)(=O)NCCN1CCC(CC1)COC(=O)C1=C(NC2=CC=C(C=C12)F)OC [1-[2-(methanesulfonamido)ethyl]piperidin-4-yl]methyl-5-fluoro-2-methoxy-1H-indole-3-carboxylate